CCCCCCCCC(CCC(=O)O)O The molecule is a hydroxy fatty acid comprising lauric acid carrying a hydroxy group at C-4. It is a 4-hydroxy monocarboxylic acid, a medium-chain fatty acid, a hydroxy fatty acid and a straight-chain fatty acid. It derives from a dodecanoic acid.